CNC(CC1CC2(CN(C2)C(=O)C=2C=NN3C2C=C(C=C3)NC3=C2C(=NN3C)CCC2)C1)=O N-methyl-2-(2-(5-((2-methyl-2,4,5,6-tetrahydrocyclopenta[c]pyrazol-3-yl)amino)pyrazolo[1,5-a]pyridine-3-carbonyl)-2-azaspiro[3.3]hept-6-yl)-acetamide